COC1=CC=C(C=C1)C(CO)(C#C)O 2-(4-methoxyphenyl)-but-3-yn-1,2-diol